[Cl-].[Cl-].C=[Zr+2](C1C2=CC=CC=C2C=2C=CC=CC12)C1C=CC=C1 methylene(cyclopentadienyl)(9-fluorenyl)zirconium dichloride